NC(C(=O)O)CCS(=O)(=N)CCC(C(F)(F)F)(C(F)(F)F)C1=CC=CC=C1 2-amino-4-(4,4,4-trifluoro-3-phenyl-3-(trifluoromethyl)butylsulfonimidoyl)butanoic acid